C(#N)C1=CC(=C(C=C1)C1(OC2=C(O1)C=CC=C2N2CCN(C1CC21)CC2=NC1=C(N2C[C@H]2OCC2)C=C(C=C1)C(=O)OC)C)F Methyl 2-((5-(2-(4-cyano-2-fluorophenyl)-2-methylbenzo[d][1,3]dioxol-4-yl)-2,5-diazabicyclo[4.1.0]heptan-2-yl)methyl)-1-(((S)-oxetan-2-yl)methyl)-1H-benzo[d]imidazole-6-carboxylate